O=C1NC(CCC1C1=CC=C(C=C1)S(=O)(=O)F)=O 4-(2,6-dioxo-3-piperidyl)benzenesulfonyl fluoride